N-(5-(2-(((1r,4r)-4-aminocyclohexyl)amino)-8-ethylquinazolin-6-yl)pyridin-2-yl)-2-chlorobenzene-sulfonamide NC1CCC(CC1)NC1=NC2=C(C=C(C=C2C=N1)C=1C=CC(=NC1)NS(=O)(=O)C1=C(C=CC=C1)Cl)CC